(2S,4R)-1-[(2S)-2-(4-cyclopropyltriazol-1-yl)-3,3-dimethyl-butanoyl]-4-hydroxy-N-[(2-pyrrolidin-1-ylcyclohexyl)methyl]pyrrolidine-2-carboxamide C1(CC1)C=1N=NN(C1)[C@H](C(=O)N1[C@@H](C[C@H](C1)O)C(=O)NCC1C(CCCC1)N1CCCC1)C(C)(C)C